[Na+].[Na+].C(C=C)C(C(=O)[O-])(C(=O)[O-])F 2-Allyl-2-FluoroMalonic Acid, Disodium Salt